C(#N)C12CC(C1)(C2)CN2N=CC(=N2)C(=O)N[C@H](C2=NC1=C(N2)C=CC(=C1)[C@@H](C)NC(CCC(F)(F)F)=O)C1CCC(CC1)(F)F 2-((3-Cyanobicyclo[1.1.1]pentan-1-yl)methyl)-N-((S)-(4,4-difluorocyclohexyl)(5-((R)-1-(4,4,4-trifluorobutanamido)ethyl)-1H-benzo[d]imidazol-2-yl)methyl)-2H-1,2,3-triazole-4-carboxamide